(1S,2R)-7-Chloro-1-hydroxy-1,2,3,4-tetrahydronaphthalin-2-yl-carbamat ClC1=CC=C2CC[C@H]([C@H](C2=C1)O)NC([O-])=O